6,7-dichloro-4-((3S,5R)-3,5-dimethylpiperazin-1-yl)-1-(2-isopropyl-4-methylpyridin-3-yl)-2-oxo-1,2-dihydro-1,8-naphthyridine-3-carbonitrile ClC=1C=C2C(=C(C(N(C2=NC1Cl)C=1C(=NC=CC1C)C(C)C)=O)C#N)N1C[C@@H](N[C@@H](C1)C)C